(4-(4-(benzo[d]oxazol-5-ylamino)quinolin-6-yl)-3-fluorophenyl)(morpholino)methanone O1C=NC2=C1C=CC(=C2)NC2=CC=NC1=CC=C(C=C21)C2=C(C=C(C=C2)C(=O)N2CCOCC2)F